C(C1=CC(=C(N)C(=C1)CC)Cl)C1=CC(=C(N)C(=C1)CC)Cl 4,4'-methylene-bis-(2-chloro-6-ethylaniline)